C(=O)O.OCCN1C[C@@H](CCC1)NC1=NN=C(C2=C1C(=NO2)C)C2=C(C=C(C=C2)C(F)(F)F)O 2-(4-{[(3R)-1-(2-hydroxyethyl)piperidin-3-yl]amino}-3-methyl-[1,2]oxazolo[4,5-d]pyridazin-7-yl)-5-(trifluoromethyl)phenol formate salt